6-chloro-3-[(4-methoxyphenyl)methyl]-1a,7b-dihydro-1H-cyclopropa[c]quinolin-2-one ClC1=CC=2C3C(C(N(C2C=C1)CC1=CC=C(C=C1)OC)=O)C3